(E)-1-(5,6-dimethoxyisoindolin-2-yl)-3-(2-(4-methoxyphenyl)imidazo[1,2-a]pyridin-3-yl)prop-2-en-1-one COC=1C=C2CN(CC2=CC1OC)C(\C=C\C1=C(N=C2N1C=CC=C2)C2=CC=C(C=C2)OC)=O